FC1=CN=C2N1C=C(C=C2)C2=CNC=1N=C(N=CC12)N[C@@H]1CC[C@@H](CC1)OC(F)(F)F 5-(3-fluoroimidazo[1,2-a]pyridin-6-yl)-N-(cis-4-(trifluoromethoxy)cyclohexyl)-7H-pyrrolo[2,3-d]pyrimidin-2-amine